CN(C(OC(C)(C)C)=O)CCNS(=O)(=O)C1=CC=CC2=CC=CC=C12 tert-butyl N-methyl-N-[2'-(naphthalene-1-sulfonamido)ethyl]carbamate